CSC1=NC=CN=C1 2-methylsulfanylpyrazine